FC(C(=O)N1CC(C1)N1N=C(C=2C1=NC=CC2)C2=CC(=CC=C2)C(F)(F)F)=C 2-fluoro-1-(3-(3-(3-(trifluoromethyl)phenyl)-1H-pyrazolo[3,4-b]pyridin-1-yl)azetidin-1-yl)prop-2-en-1-one